(2S)-2-hydroxy-N-(2-methyl-1-{[2-(trimethylsilyl)ethoxy]methyl}-1H-imidazol-4-yl)-3-{[3-(1-methyl-1H-pyrazol-4-yl)phenyl]formamido}propanamide O[C@H](C(=O)NC=1N=C(N(C1)COCC[Si](C)(C)C)C)CNC(=O)C1=CC(=CC=C1)C=1C=NN(C1)C